ClC1=CC=NC2=CC=C(C=C12)CC1CCN(CC1)C(=O)OC(C)(C)C tert-butyl 4-((4-chloroquinolin-6-yl)methyl)piperidine-1-carboxylate